[Si](C)(C)(C(C)(C)C)OCC1=C(CNC(=O)[C@]2(C=3C=CC=NC3[C@H](CC2)O)F)C(=CC(=C1)F)Cl (5S,8S)-N-(2-(((tert-butyldimethylsilyl)oxy)methyl)-6-chloro-4-fluorobenzyl)-5-fluoro-8-hydroxy-5,6,7,8-tetrahydroquinoline-5-carboxamide